2-(((αr)-6-(4-((E)-2-methyl-3-phenylallyl)-2,5-dioxoimidazolidin-1-yl)spiro[3.3]heptan-2-yl)oxy)nicotinamide C/C(/CC1NC(N(C1=O)C1CC2(CC(C2)OC2=C(C(=O)N)C=CC=N2)C1)=O)=C\C1=CC=CC=C1